C1(CC1)C1=CN=C2C(=N1)N(N=C2NCC2=NC1=C(N2)C=CC(=C1F)F)C1CCOCC1 6-cyclopropyl-N-[(4,5-difluoro-1H-benzimidazol-2-yl)methyl]-1-(oxan-4-yl)-1H-pyrazolo[3,4-b]pyrazin-3-amine